C(C)(C)NC1=CC(=CC=C1)C N-isopropyl-3-methylaniline